2-[(3-bromophenoxy)methyl]-5-fluoro-pyridine BrC=1C=C(OCC2=NC=C(C=C2)F)C=CC1